BrC=1C=CC(=C(C1)C[C@H](C(=O)O)[C@@H]1CN(CC1)C(=O)OC(C)(C)C)OC (2S)-3-(5-bromo-2-methoxyphenyl)-2-[(3R)-1-[(tert-butoxy)carbonyl]pyrrolidin-3-yl]propionic acid